C(C)OC(=O)[C@H]1[C@](C1)(F)C1=C(C=CC=C1)C1=C(C=CC=C1F)F.FC1=C(C(=CC=C1)F)C1=C(C=CC=C1)[C@]1([C@@H](C1)C(=O)O)F |&1:5,6,o1:37,38| rel-(1S,2S)-2-(2',6'-difluoro[1,1'-biphenyl]-2-yl)-2-fluorocyclopropane-1-carboxylic acid rac-Ethyl-(1S,2S)-2-(2',6'-difluoro[1,1'-biphenyl]-2-yl)-2-fluorocyclopropane-1-carboxylate